ClC1=CC(=C(C=C1C#N)NS(=O)(=O)C=1C=C(C(=O)O)C=CC1C1CC1)OC[C@@H]1C[C@H](C1)OC 3-(N-(4-chloro-5-cyano-2-((trans-3-methoxycyclobutyl)methoxy)phenyl)sulfamoyl)-4-cyclopropylbenzoic acid